3-[tert-butyl(diphenyl)silyl]oxy-1'-[(4-methoxyphenyl)methyl]spiro[cyclobutane-1,3'-pyrrolo[3,2-b]pyridine]-2'-one [Si](C1=CC=CC=C1)(C1=CC=CC=C1)(C(C)(C)C)OC1CC2(C(N(C=3C2=NC=CC3)CC3=CC=C(C=C3)OC)=O)C1